cyclohexanecarboxylic acid sec.-butyl ester C(C)(CC)OC(=O)C1CCCCC1